FC(C1=CC2=C(SC(=C2)C(N[C@H]2CCC[C@@H]3N(C2=O)[C@@H](CC3)C(=O)N3CC(C3)C3=NC=CC=C3OC)=O)C=C1)(F)P(O)(O)=O (difluoro(2-(((3S,6S,9aS)-3-(3-(3-methoxypyridin-2-yl)azetidine-1-carbonyl)-5-oxooctahydro-1H-pyrrolo[1,2-a]azepin-6-yl)carbamoyl)benzo[b]thiophen-5-yl)methyl)phosphonic acid